(3S)-3-[5-[2-[4-(4-[4-[(1R,2S)-6-hydroxy-2-phenyl-tetralin-1-yl]phenoxy]butyl)-1,4-diazepan-1-yl]ethyl]-4-[2-(2-methoxyethoxy)ethoxy]-1-oxo-isoindolin-2-yl]piperidine-2,6-dione OC=1C=C2CC[C@@H]([C@@H](C2=CC1)C1=CC=C(OCCCCN2CCN(CCC2)CCC=2C(=C3CN(C(C3=CC2)=O)[C@@H]2C(NC(CC2)=O)=O)OCCOCCOC)C=C1)C1=CC=CC=C1